C1=C(C=CC2=CC=CC=C12)S1(N[Se]C2=C1C=C1C=CC=CC1=C2)=O 1-(2-naphthyl)naphtho[2,3-d][1,3,2]thiaselenazol-1-one